C(#N)C1=CC=C(C=C1)NC(=O)N[C@@H]1C(NC[C@H]1C=1C(=CC2=C(CCO2)C1)F)=O |o1:12,16| (-)-1-(4-cyanophenyl)-3-[(3S*,4R*)-4-(6-fluoro-2,3-dihydrobenzofuran-5-yl)-2-oxopyrrolidin-3-yl]urea